BrC1=CN(C2=CC=C(C=C12)C1=NN=CN1C)S(=O)(=O)C1=CC=C(C)C=C1 3-Bromo-5-(4-methyl-4H-1,2,4-triazol-3-yl)-1-tosyl-1H-indole